C(C)[Si](C1=CC=CC=C1)(CC)C[C@@]1([C@@H](C[C@@H]1C1=CC=C(C=C1)C)O)C (1R,2S,3R)-2-((Diethyl(phenyl)silyl)methyl)-2-methyl-3-(p-tolyl)cyclobutan-1-ol